3-(3-(1,2,3,4-tetrahydro-1,8-naphthyridin-5-yl)-1H-pyrazolo-[3,4-b]pyrazin-6-yl)-4-methyl-piperidin-4-amine N1CCCC2=C(C=CN=C12)C1=NNC2=NC(=CN=C21)C2CNCCC2(N)C